8-oxa-2,5-diazaspiro[3.5]nonane 2,2,2-trifluoroacetic acid salt FC(C(=O)O)(F)F.C1NCC12NCCOC2